3-amino-4-(3-(sec-butyl)-6-fluoro-2-oxo-1,2,3,5-tetrahydro-4H-pyrido[3,4-e][1,4]diazepin-4-yl)cyclobut-3-ene-1,2-dione NC=1C(C(C1N1C(C(NC2=C(C1)C(=CN=C2)F)=O)C(C)CC)=O)=O